rel-(S)-N1-(4-amino-1H-pyrazolo[4,3-c]pyridin-7-yl)-N2-(3-methylbutan-2-yl)-N2-((3-methylpyridin-2-yl)methyl)oxalamide NC1=NC=C(C2=C1C=NN2)NC(C(=O)N(CC2=NC=CC=C2C)[C@@H](C)C(C)C)=O |o1:23|